(6-chloro-3-fluoropyrazin-2-yl)methanol ClC1=CN=C(C(=N1)CO)F